C(CCCCCCCCC)(=O)[C@](O)(C[N+](C)(C)C)CC([O-])=O [decanoyl-L-carnitine]